1-ethyl-1,4,5,6-tetrahydropyrrolo[3,4-c]pyrazole hydrochloride Cl.C(C)N1N=CC2=C1CNC2